3-tert-butyl-9,10-bis-2-naphthylanthracene C(C)(C)(C)C=1C=CC2=C(C3=CC=CC=C3C(=C2C1)C1=CC2=CC=CC=C2C=C1)C1=CC2=CC=CC=C2C=C1